(S)-N-(6-(methyl(prop-2-yn-1-yl)amino)-1-(9-oxo-1-(2,2,2-trifluoroethoxy)-6,7-dihydropyrido[3',4':4,5]pyrrolo[1,2-a]pyrazin-8(9H)-yl)hexan-2-yl)-3-(2-methyl-2H-tetrazol-5-yl)benzamide CN(CCCC[C@@H](CN1C(C=2N(CC1)C1=C(C2)C(=NC=C1)OCC(F)(F)F)=O)NC(C1=CC(=CC=C1)C=1N=NN(N1)C)=O)CC#C